FC1(CC1)C(=O)Cl 1-fluorocyclopropanecarbonyl chloride